N(N)C1=NC=CC=C1C 2-hydrazineyl-3-methylpyridine